5-fluoro-4-isopropoxypyridinecarbonitrile FC=1C(=CC(=NC1)C#N)OC(C)C